(S)-4-((2-hydroxy-1-phenylethyl)amino)-2-((1-oxoisoindolin-5-yl)amino)pyrimidine-5-carboxylic acid OC[C@H](C1=CC=CC=C1)NC1=NC(=NC=C1C(=O)O)NC=1C=C2CNC(C2=CC1)=O